(3,8-diazabicyclo[3.2.1]octan-8-yl)(phenyl)methanone hydrochloride Tert-butyl-8-benzoyl-3,8-diazabicyclo[3.2.1]octan-3-carboxylate C(C)(C)(C)OC(=O)N1CC2CCC(C1)N2C(C2=CC=CC=C2)=O.Cl.C21CNCC(CC2)N1C(=O)C1=CC=CC=C1